(S)-tert-butyl (1-((6-iodo-4-methoxypyridin-3-yl)oxy)-2,4-dimethylpentan-2-yl)carbamate IC1=CC(=C(C=N1)OC[C@@](CC(C)C)(C)NC(OC(C)(C)C)=O)OC